ClC1=C(NC2=NC=C(C(=N2)NCCCN2C(CCCC2)=O)C(F)(F)F)C=C(C=C1)OC1CCNCC1 1-[3-[[2-[2-Chloro-5-(4-piperidyloxy)anilino]-5-(trifluoromethyl)pyrimidin-4-yl]amino]propyl]piperidin-2-one